Methyl 4-((5-(((6-((tert-butoxycarbonyl) amino) pyridin-2-yl) methoxy) methyl)-2-methoxy-3-(1-methyl-1H-1,2,4-triazol-3-yl) phenyl) amino)-6-chloropyridazine-3-carboxylate C(C)(C)(C)OC(=O)NC1=CC=CC(=N1)COCC=1C=C(C(=C(C1)NC1=C(N=NC(=C1)Cl)C(=O)OC)OC)C1=NN(C=N1)C